2'-[(2S)-1,4-dioxan-2-ylmethyl]-8'-methyl-N-[(2S)-tetrahydrofuran-2-ylmethyl]-2',5'-dihydrospiro[cyclobutane-1,4'-furo[2,3-g]indazole]-7'-carboxamide O1[C@H](COCC1)CN1N=C2C3=C(CC4(C2=C1)CCC4)OC(=C3C)C(=O)NC[C@H]3OCCC3